BrCC1=C(C#N)C=C(C=C1)S(=O)(=O)CC 2-(bromomethyl)-5-(ethylsulfonyl)benzonitrile